(6-aminopyridine-2-yl)(1-methylpiperidin-4-yl)methanone tert-butyl-(2-((3-bromo-2-fluorophenyl)amino)-2-oxoethyl)carbamate C(C)(C)(C)N(C(O)=O)CC(=O)NC1=C(C(=CC=C1)Br)F.NC1=CC=CC(=N1)C(=O)C1CCN(CC1)C